3-amino-N-[(6S)-2-[(5R,9S)-9-amino-2-oxa-7-azaspiro[4.4]nonan-7-yl]-5,6,7,8-tetrahydroquinolin-6-yl]-6-methylthieno[2,3-b]pyridine-2-carboxamide NC1=C(SC2=NC(=CC=C21)C)C(=O)N[C@@H]2CC=1C=CC(=NC1CC2)N2C[C@]1(CCOC1)[C@@H](C2)N